C(=O)O.CN(C1CCC(CC1)NC1=NC2=CC=C(C=C2C=N1)C=1C(=C(C=CC1F)NS(=O)(=O)C=1C=NC=C(C1)C)F)C N-(3-(2-(((1r,4r)-4-(dimethylamino)cyclohexyl)amino)quinazolin-6-yl)-2,4-difluorophenyl)-5-methylpyridine-3-sulfonamide formic acid salt